(6-Amino-5-chloro-4-iodopyridin-2-yl)carbamic acid tert-butyl ester C(C)(C)(C)OC(NC1=NC(=C(C(=C1)I)Cl)N)=O